(R) or (S)-6-cyclopentyl-N'-((1,2,3,5,6,7-hexahydro-s-indacen-4-yl)carbamoyl)pyridine-3-sulfonimidamide C1(CCCC1)C1=CC=C(C=N1)[S@@](=O)(N)=NC(NC1=C2CCCC2=CC=2CCCC12)=O |o1:11|